C(CCCCCCC)(=O)C(O)C(O)CO Octanoyl-glycerol